C1(CC1)C(=O)N1CC2=CC=CC=C2C[C@@H]1CN1CCN(CC1)C1=CC(=C(C(=O)O)C=C1)OC=1C=C2C(=NC1)NC=C2 4-(4-{[(3R)-2-(cyclopropylcarbonyl)-1,2,3,4-tetrahydroisoquinolin-3-yl]methyl}piperazin-1-yl)-2-(1H-pyrrolo[2,3-b]pyridin-5-yloxy)benzoic acid